CSC1=CC=2N(C3=CC=CC=C3SC2C=C1)CCC1N(CCCC1)C(=O)O[C@H]1[C@@H](CC[C@H](C1)C)C(C)C (1R,2S,5R)-2-Isopropyl-5-methylcyclohexyl 2-{2-[2-(methylthio)-10H-phenothiazin-10-yl]ethyl}-piperidine-1-carboxylate